(2R)-N-[(2S)-3-(benzyloxy)-2-hydroxypropyl]-2-chloropropanamide C(C1=CC=CC=C1)OC[C@H](CNC([C@@H](C)Cl)=O)O